chloro-3-methylfuran-2(5H)-one ClC1=C(C(OC1)=O)C